FC1=CC=C(C=C1)N1C(=C(C2=C1C=C1C=NNC1=C2)C2=CC=NC=C2)C2CCOCC2 5-(4-fluorophenyl)-7-(4-pyridyl)-6-tetrahydropyran-4-yl-1H-pyrrolo[2,3-f]indazole